rac-1-tert-butyl 2-methyl 5-oxo-4,4-bis(prop-2-en-1-yl)pyrrolidine-1,2-dicarboxylate O=C1C(C[C@@H](N1C(=O)OC(C)(C)C)C(=O)OC)(CC=C)CC=C |r|